OCOC(C=C)=O.C(C=C)(=O)OCCC propyl acrylate Hydroxymethyl-acrylate